4-chloro-2-((2-chloro-4-nitrophenyl)carbamoyl)phenyl isopropyl carbonate C(OC1=C(C=C(C=C1)Cl)C(NC1=C(C=C(C=C1)[N+](=O)[O-])Cl)=O)(OC(C)C)=O